CC(C=C)(C=C)O 3-Methyl-1,4-pentadien-3-ol